4-hydroxy-5-(11-hydroxy-3,7,11-trimethyldodeca-2,6-dienyl)-2,3-dimethoxy-6-methylcyclohex-2-enone OC1C(=C(C(C(C1CC=C(CCC=C(CCCC(C)(C)O)C)C)C)=O)OC)OC